3-(triethoxysilyl)propyl-hexadecyldimethyl-ammonium chloride [Cl-].C(C)O[Si](CCC[N+](C)(C)CCCCCCCCCCCCCCCC)(OCC)OCC